COC(=O)NC1=CC=C(C=C1)C1=NC(=C2C(=N1)N(N=C2)C2CCN(CC2)C(=O)OC)N2CCOCC2 methyl 4-[6-[4-[(methoxycarbonyl) amino] phenyl]-4-(4-morpholinyl)-1H-pyrazolo[3,4-d]pyrimidin-1-yl]-1-piperidinecarboxylate